bis(2,3-epoxypropyl) phthalate C(C=1C(C(=O)OCC2CO2)=CC=CC1)(=O)OCC1CO1